2-(5-(methylsulfonyl)pyridin-2-yl)acetamide CS(=O)(=O)C=1C=CC(=NC1)CC(=O)N